FC=1C=CC(=C2C(=CNC12)C=C[N+](=O)[O-])OC 7-fluoro-4-methoxy-3-(2-nitrovinyl)-1H-indole